C(O)CN.N1C(C=CC=C1)=O pyridinone ethanolamine salt